(R)-2-(4-(3,3-dimethyl-6-oxo-2,3,6,7-tetrahydrothieno[2,3-b]pyridin-5-yl)piperidine-1-carboxamido)-3-(7-methyl-1H-indazol-5-yl)propanoic acid methyl ester COC([C@@H](CC=1C=C2C=NNC2=C(C1)C)NC(=O)N1CCC(CC1)C1=CC2=C(NC1=O)SCC2(C)C)=O